5-(3-{4-[3-(dimethylamino)prop-1-yn-1-yl]-2-fluorophenoxy}-2,2-dimethylpropyl)-1,3-thiazole-4-carboxylic acid CN(CC#CC1=CC(=C(OCC(CC2=C(N=CS2)C(=O)O)(C)C)C=C1)F)C